Bishydroxymethyltricyclo-(5.2.1.02,6)decan OCC12C3(CCC(C2CCC1)C3)CO